(S,E)-methyl 6-(4,5-dichlorothiophene-2-carboxamido)-7-(1-(2-(2-adamantylamino)-2-oxoethyl)-2-oxo-1,2-dihydropyridin-3-ylamino)-7-oxohept-2-enoate ClC=1C=C(SC1Cl)C(=O)N[C@@H](CC/C=C/C(=O)OC)C(=O)NC=1C(N(C=CC1)CC(=O)NC1C2CC3CC(CC1C3)C2)=O